[C-]1(C=CC=C1)C1N=[Fe]C1.[CH-]1C=CC=C1.[Fe+2] ferrocenyl-ferraazetine